2-{[(1R,2S)-2-aminocyclohexyl]amino}-N-[3-carbamoyl-1-(2-hydroxyethyl)-1H-pyrazol-4-yl]pyrrolo[2,1-f][1,2,4]triazine-7-carboxamide trifluoroacetate FC(C(=O)O)(F)F.N[C@@H]1[C@@H](CCCC1)NC1=NN2C(C=N1)=CC=C2C(=O)NC=2C(=NN(C2)CCO)C(N)=O